1-(t-butyl) 2-ethyl 3-(((t-butyldimethylsilyl) oxy)methyl)pyrrolidin-1,2-dicarboxylate [Si](C)(C)(C(C)(C)C)OCC1C(N(CC1)C(=O)OC(C)(C)C)C(=O)OCC